CN1C(=CC=2C=NC(=CC21)NC2CCN(CC2)C)C2=NC=NC(=C2)C 1-methyl-N-(1-methylpiperidin-4-yl)-2-(6-methylpyrimidin-4-yl)-1H-pyrrolo[3,2-c]pyridin-6-amine